OC1=C(C=C(C=C1[N+](=O)[O-])C(=O)C1=CC=C(C=C1)C)[O-] 2-hydroxy-3-nitro-5-[(4-methylphenyl)carbonyl]phenolate